ClC1=NC(=NC(=N1)C1=CC(=NC=C1)OC)NC1=CC=CC=C1 4-chloro-6-(2-methoxypyridin-4-yl)-N-phenyl-1,3,5-triazin-2-amine